ClC1=C(C(=O)N2COC3=C(C2)C=CC=C3C3=CC(=C(C(=O)O)C=C3F)N3C2COCC3CC2)C(=CC(=C1)N1[C@@H]([C@@H](C1)N1CCOCC1)C)Cl 4-[3-[2,6-dichloro-4-[(2R,3R)-2-methyl-3-morpholin-4-ylazetidin-1-yl]benzoyl]-2,4-dihydro-1,3-Benzoxazin-8-yl]-5-fluoro-2-(3-oxa-8-azabicyclo[3.2.1]octan-8-yl)benzoic acid